N-(5-Cyclopropylnaphthalen-1-yl)-4-fluorobenzamide C1(CC1)C1=C2C=CC=C(C2=CC=C1)NC(C1=CC=C(C=C1)F)=O